sodium dithiolate C1=CSSC1C(=O)[O-].[Na+]